1-[5-chloro-2-(2-hydroxyethyl)phenyl]-3-[3-(2-aminoethylamino)-5-methoxyphenyl]urea ClC=1C=CC(=C(C1)NC(=O)NC1=CC(=CC(=C1)OC)NCCN)CCO